ClC=1C=CC(=C(C1)C1=CC(NC=N1)=O)N1N=NC(=C1)Cl 6-(5-chloro-2-(4-chloro-1H-1,2,3-triazol-1-yl)phenyl)pyrimidin-4(3H)-one